3-(2-(4-((3-methoxybenzyl)(4-(pyrrolidin-1-yl)benzyl)amino)benzyloxy)ethoxy)-N,N-dimethylaniline COC=1C=C(CN(C2=CC=C(COCCOC=3C=C(N(C)C)C=CC3)C=C2)CC2=CC=C(C=C2)N2CCCC2)C=CC1